NC=1C=CC(=C(C1)NC=1N=C(N=NC1Cl)NC=1C=NN(C1)C)F N5-(5-amino-2-fluorophenyl)-6-chloro-N3-(1-methyl-1H-pyrazol-4-yl)-1,2,4-triazine-3,5-diamine